C(C)C1=C(C(=CC(=C1)CCCCCC)CCC)O 2-Ethyl-4-hexyl-6-propylphenol